tert-butyl (4-((3-bromo-1-((2-(trimethylsilyl)ethoxy)methyl)-1H-pyrrolo[2,3-b]pyridin-4-yl)oxy)-2-fluorophenyl)carbamate BrC1=CN(C2=NC=CC(=C21)OC2=CC(=C(C=C2)NC(OC(C)(C)C)=O)F)COCC[Si](C)(C)C